(9R,13S)-13-{4-[5-chloro-2-(pyridin-2-yl)phenyl]-6-oxo-1,6-dihydropyrimidin-1-yl}-3,9-dimethyl-3,4,7,15-tetraazatricyclo[12.3.1.02,6]octadeca-1(18),2(6),4,14,16-pentaen-8-one ClC=1C=CC(=C(C1)C=1N=CN(C(C1)=O)[C@H]1CCC[C@H](C(NC=2C=NN(C2C=2C=CN=C1C2)C)=O)C)C2=NC=CC=C2